(S)-N-(4-(4-chlorophenyl)furan-2-yl)-2-(pyrrolidin-3-yl)acetamide TFA salt OC(=O)C(F)(F)F.ClC1=CC=C(C=C1)C=1C=C(OC1)NC(C[C@H]1CNCC1)=O